2-[(1-butyl-1H-indazole-3-carbonyl) amino]-3,3-dimethylbutyrate C(CCC)N1N=C(C2=CC=CC=C12)C(=O)NC(C(=O)[O-])C(C)(C)C